C1=CC(CCC1)=O cyclohex-1-en-3-one